3-[4-(4,4,5,5-Tetramethyl-1,3,2-dioxaborolan-2-yl)phenyl]azetidine CC1(OB(OC1(C)C)C1=CC=C(C=C1)C1CNC1)C